N-(5-bromo-2-nitrophenyl)-6-{2-[(tert-butyldimethylsilyl)oxy]ethyl}-6-azabicyclo[3.2.1]octan-1-amine BrC=1C=CC(=C(C1)NC12CCCC(N(C1)CCO[Si](C)(C)C(C)(C)C)C2)[N+](=O)[O-]